5-cyclopropyl-4-[(3,5-dimethylpyridin-2-yl)amino]-2-methylbenzonitrile C1(CC1)C=1C(=CC(=C(C#N)C1)C)NC1=NC=C(C=C1C)C